4-(2-oxo-2-((4-(pyridazin-4-yl)phenyl)amino)ethyl)pyrrolidine-2-carboxylic acid O=C(CC1CC(NC1)C(=O)O)NC1=CC=C(C=C1)C1=CN=NC=C1